3-(1-cyanocyclopropyl)-N-[1-[3-(5-cyano-2-pyridyl)pyrazin-2-yl]eth-yl]-5-(trifluoromethyl)benzamide C(#N)C1(CC1)C=1C=C(C(=O)NC(C)C2=NC=CN=C2C2=NC=C(C=C2)C#N)C=C(C1)C(F)(F)F